Rac-(R)-6-(tetrahydrofuran-3-yl)quinoline-4-carboxylic acid ethyl ester C(C)OC(=O)C1=CC=NC2=CC=C(C=C12)[C@@H]1COCC1 |r|